(S)-4-((S)-2-(1-ethyl-3-(trifluoromethyl)-1H-pyrazol-4-yl)-3-fluorophenyl)-6-((E)-3-((2S,4R)-4-ethylpyrrolidin-2-yl)acryloyl)-4,5,6,7-tetrahydrothieno[2,3-c]pyridine-2-carbonitrile C(C)N1N=C(C(=C1)C1=C(C=CC=C1F)[C@H]1C2=C(CN(C1)C(\C=C\[C@H]1NC[C@@H](C1)CC)=O)SC(=C2)C#N)C(F)(F)F